1,3,5,7-tetrachloronaphthalene ClC1=CC(=CC2=C(C=C(C=C12)Cl)Cl)Cl